C1(=CC=CC=C1)CC(=O)OC1CC(NC(C1)(C)C)(C)C 4-(phenylacetyloxy)-2,2,6,6-tetramethylpiperidine